ClC1=C(C(=O)N2COC3=C(C2)C=CC=C3C3=CC(=C(C(=O)OC)C=C3F)N3C2COCC3CC2)C(=CC(=C1)C=1C=2C(C=NC1)=NN(N2)C)Cl Methyl 4-[3-[2,6-dichloro-4-(2-methyltriazolo[4,5-c]pyridin-7-yl)benzoyl]-2,4-dihydro-1,3-benzoxazin-8-yl]-5-fluoro-2-(3-oxa-8-azabicyclo[3.2.1]octan-8-yl)benzoate